N-[5-(difluoromethyl)-4-[2-fluoro-4-(1-methyl-4-piperidyl)phenoxy]-6-(o-tolyl)pyrimidin-2-yl]-1-methyl-pyrazole-4-sulfonamide FC(C=1C(=NC(=NC1C1=C(C=CC=C1)C)NS(=O)(=O)C=1C=NN(C1)C)OC1=C(C=C(C=C1)C1CCN(CC1)C)F)F